2-(1H-benzo[d][1,2,3]triazol-1-yl)-N-(4-(pyridin-3-yl)phenyl)-N-(thiophen-3-ylmethyl)acetamide N1(N=NC2=C1C=CC=C2)CC(=O)N(CC2=CSC=C2)C2=CC=C(C=C2)C=2C=NC=CC2